Ethyl N-[2-(morpholin-4-yl)-7-(trifluoromethyl)imidazo[2,1-f][1,2,4]triazin-4-yl]glycinate N1(CCOCC1)C1=NN2C(C(=N1)NCC(=O)OCC)=NC=C2C(F)(F)F